1-(6-(2-aminopyrimidin-5-yl)-1H-indazol-3-yl)-3-(4-((4-methylpiperazin-1-yl)methyl)-3-(trifluoromethyl)phenyl)urea NC1=NC=C(C=N1)C1=CC=C2C(=NNC2=C1)NC(=O)NC1=CC(=C(C=C1)CN1CCN(CC1)C)C(F)(F)F